[Fe](Cl)(Cl)Cl.[Li] lithium ferric chloride